C(=O)C1=C(O)C=C(C(=C1O)C=O)O 2,4-diformyl-phloroglucinol